3-[[2-fluoro-3-[(methylsulfonylimino)amino]phenyl]methyl]-7-[(3-fluoro-2-pyridinyl)oxy]-4-methyl-chromen-2-one FC1=C(C=CC=C1N=NS(=O)(=O)C)CC=1C(OC2=CC(=CC=C2C1C)OC1=NC=CC=C1F)=O